methyl 1-methyl-5-[1-[4-(trifluoromethoxy) phenyl] cyclopropanecarbonyl]-4,6-dihydropyrrolo[3,4-c]pyrazole-4-carboxylate CN1N=CC2=C1CN(C2C(=O)OC)C(=O)C2(CC2)C2=CC=C(C=C2)OC(F)(F)F